((1S,4R,6R)-6-((5-methylpyrazin-2-yl)oxy)-2-azabicyclo[2.2.2]oct-2-yl)(2-(pyrimidin-2-yl)phenyl)methanone CC=1N=CC(=NC1)O[C@@H]1C[C@@H]2CN([C@H]1CC2)C(=O)C2=C(C=CC=C2)C2=NC=CC=N2